BrC=1C=C2C(N([C@@](C2=C(C1)F)(OC([2H])([2H])C1(CC1)C([2H])([2H])O)C1=CC=C(C=C1)Cl)CC1=CC=C(C=N1)C#N)=O 6-{[(1R)-5-Bromo-1-(4-chlorophenyl)-7-fluoro-1-({1-[hydroxy(2H2)methyl]cyclopropyl}(2H2)methoxy)-3-oxo-2,3-dihydro-1H-isoindol-2-yl]methyl}pyridine-3-carbonitrile